2,3-difluoro-4-(8,9,10,11-tetrahydro-3H-pyrazolo[4,3-a]phenanthridin-7-yl)phenol FC1=C(C=CC(=C1F)C1=NC2=CC=C3C(=C2C=2CCCCC12)C=NN3)O